2-(4-chlorobenzyl)-2-methyl-4H-benzo[d][1,3]dioxin-4-one ClC1=CC=C(CC2(OC(C3=C(O2)C=CC=C3)=O)C)C=C1